NC1=NC=C(C2=C1C(=NN2C(C)C)C2=CC(=C(C=C2)NS(=O)(=O)C2=C(C=CC(=C2)F)F)F)C2=CCC(CC2)NC2COC2 N-(4-(4-amino-1-isopropyl-7-(4-(oxetan-3-ylamino)cyclohex-1-en-1-yl)-1H-pyrazolo[4,3-c]pyridin-3-yl)-2-fluorophenyl)-2,5-difluorobenzenesulfonamide